N-(5-(4-((3-chloro-4-fluorophenyl)amino)quinazolin-6-yl)pyridin-3-yl)-2-(4-methylpiperazin-1-yl)ethane-1-sulfonamide ClC=1C=C(C=CC1F)NC1=NC=NC2=CC=C(C=C12)C=1C=C(C=NC1)NS(=O)(=O)CCN1CCN(CC1)C